ClC=1C(=NC(=NC1)NC1CCN(CC1)CC=1C=C2C(N(C(C2=CC1)=O)C1C(NC(CC1)=O)=O)=O)C=1C=NN(C1CC1CC1)C 5-((4-((5-chloro-4-(5-(cyclopropylmethyl)-1-methyl-1H-pyrazol-4-yl)pyrimidin-2-yl)amino)piperidine-1-yl)methyl)-2-(2,6-dioxopiperidin-3-yl)isoindoline-1,3-dione